ethyl 2-{4-[(2S)-1-(tert-butyl carbazoyl)pyrrolidin-2-yl]piperidin-1-yl}-6-azaspiro[3.4]octane-6-carboxylate C(C)(C)(C)N(C(=O)N1[C@@H](CCC1)C1CCN(CC1)C1CC2(C1)CN(CC2)C(=O)OCC)N